2-(2-bromophenyl)-6,8-diphenylimidazo[1,2-a]pyridine BrC1=C(C=CC=C1)C=1N=C2N(C=C(C=C2C2=CC=CC=C2)C2=CC=CC=C2)C1